CC1=C(OC(C(=O)OCC)(C)C)C(=CC(=C1)CN1C(N(CC1=O)C1=CC(=C(C=C1)C(F)(F)F)Cl)=O)C Ethyl 2-(2,6-dimethyl-4-((3-(3-chloro-4-(trifluoromethyl)phenyl)-2,5-dioxoimidazolin-1-yl)-methyl)phenoxy)-2-methylpropionate